C1=CC=CC2=CC3=CC=CC=C3C(=C12)C1=CC=C(C=C1)P(C1=CC=CC=C1)(C1=CC=CC=C1)=O (4-(anthracene-9-yl)phenyl)diphenylphosphine oxide